FC1(C[C@@H](CC1)NC(=O)C=1N=NC=C(C1N1CC2(CCCN2)CC1)C1=CC(=CC(=C1)F)F)F N-[(R)-3,3-difluorocyclopentyl]-4-(1,7-diaza-7-spiro[4.4]nonyl)-5-(3,5-difluorophenyl)-3-pyridazinecarboxamide